2-((3,4-Dimethyl-1H-pyrazol-1-yl)methyl)succinic acid dimethyl ester COC(C(CC(=O)OC)CN1N=C(C(=C1)C)C)=O